ClC1=C(C=C2C(C(NC2=C1)=O)=C(O)C1=CC(=NO1)C)C1=CC=C(C=C1)C1=C(C(=CC=C1)OC)O 6-chloro-5-(2'-hydroxy-3'-methoxy-biphenyl-4-yl)-3-[1-hydroxyl-(3-methyl-isoxazol-5-yl)-methylidene]-1,3-dihydro-indol-2-one